O-(4,5-dimethoxy-2-nitrophenyl)-N-trityl-L-serine methyl ester COC([C@@H](NC(C1=CC=CC=C1)(C1=CC=CC=C1)C1=CC=CC=C1)COC1=C(C=C(C(=C1)OC)OC)[N+](=O)[O-])=O